O=C(C(=O)O)CC α-Ketobutanoic Acid